tert-butyl 3-(1-methoxy-5,6,7,8-tetrahydroisoquinolin-3-yl)-2,5-dihydro-1H-pyrrole-1-carboxylate COC1=NC(=CC=2CCCCC12)C=1CN(CC1)C(=O)OC(C)(C)C